6-amino-4-methyl-3,4-dihydroisoquinolin-1(2H)-one NC=1C=C2C(CNC(C2=CC1)=O)C